C(C)C1OC=2CCCC(C2C(C1)C)=O 2-ethyl-4-methyl-2,3,4,6,7,8-hexahydro-5H-chromen-5-one